Cl.C1NCCC12CCN(CC2)C=2C1=C(N=C(N2)C2=CC=NC=C2)C=NC=C1 4-(2,8-diazaspiro[4.5]decan-8-yl)-2-(4-pyridyl)pyrido[3,4-d]pyrimidine hydrochloride